2,4-dinitrophenylethanol [N+](=O)([O-])C1=C(C=CC(=C1)[N+](=O)[O-])C(C)O